C(C)(C)C=1C=CC(=C(NC2=CC=CC=C2)C1)C1=CC=CC2=CC=CC=C12 5-isopropyl-2-(naphthalene-1-yl)-N-phenylaniline